8-(2-(dimethylamino)ethoxy)-2-methylpyrido[3,4-d]pyridazine-1,7(2H,6H)-dione CN(CCOC=1C(NC=C2C=NN(C(C21)=O)C)=O)C